CC1=C(C(=CC=C1)C)NC1=CC=CC=2N(C3=CC=CC=C3C12)C1=CC=CC=C1 N-(2,6-dimethylphenyl)-9-phenyl-9H-carbazol-4-amine